C(C)(=O)N(N(C(=O)C1=CC=2C3=C(C(=NC2C=C1)N)C=NN3C)CC3=C(C=C(C=C3)C#CC31CC(C3)C1)F)C N'-acetyl-4-amino-N-[[4-[2-(1-bicyclo[1.1.1]pentanyl)ethynyl]-2-fluoro-phenyl]methyl]-N',1-dimethyl-pyrazolo[4,3-c]quinoline-8-carbohydrazide